C(C)OC(=O)N1CC2(CC(C2)N2CCC(CC2)N2[C@H](CC(C2)(F)F)C(=O)O)CC1 1-{1-[6-(ethoxycarbonyl)-6-azaspiro[3.4]oct-2-yl]piperidin-4-yl}-4,4-difluoro-D-proline